N1C=CC=2C1=CN=C(C2)OC=2C=C(C(=O)NN)C=CC2 3-((1H-Pyrrolo[2,3-c]pyridin-5-yl)oxy)benzohydrazide